FC1=CC=C(C=C1)C(=O)N1[C@@H](CC[C@@H](C1)C1=NOC(=N1)C1=C(C=CC=C1)O)C (4-fluorophenyl){(2R,5S)-5-[5-(2-hydroxyphenyl)-1,2,4-oxadiazol-3-yl]-2-methylpiperidin-1-yl}methanone